OC=1NC2=CC=C(C=C2C1CCNC(C)=O)O N-[2-(2-Hydroxy-5-hydroxy-1H-indol-3-yl)ethyl]acetamide